C(C1=CC=CC=C1)OC=1C=C2C(C=C(OC2=CC1)C(=O)NS(=O)(=O)C1=CC=C(C=C1)Br)=O 6-(benzyloxy)-N-((4-bromophenyl)sulfonyl)-4-oxo-4H-chromene-2-carboxamide